N,N,N',N'-Tetra-methylethylendiamin CN(CCN(C)C)C